5-(4-((5-chloro-3-ethyl-2-oxo-1,2,3,4-tetrahydroquinazolin-7-yl)methyl)piperazin-1-yl)-N-ethyl-6-methylpyridineamide ClC1=C2CN(C(NC2=CC(=C1)CN1CCN(CC1)C=1C=CC(=NC1C)C(=O)NCC)=O)CC